C1(=CC=CC=C1)C1=NC(=CC=C1C=1C(=C(C#N)C(=C(C1N1C2=C(C3=CC=CC=C13)C=CC=N2)N2C1=C(C3=CC=CC=C23)C=CC=N1)N1C2=C(C3=CC=CC=C13)C=CC=N2)N2C1=C(C3=CC=CC=C23)C=CC=N1)C1=CC=CC=C1 3-(2,6-diphenylpyridin-3-yl)-2,4,5,6-tetrakis(9H-pyrido[2,3-b]indol-9-yl)benzonitrile